COCCN1N=CC(=C1)C=1N(C2=CC=CC(=C2C1)NC1CCS(CC1)(=O)=O)CC(F)(F)F 4-((2-(1-(2-methoxyethyl)-1H-pyrazol-4-yl)-1-(2,2,2-trifluoroethyl)-1H-indol-4-yl)amino)tetrahydro-2H-thiopyran 1,1-dioxide